C(C)OC=1C=C(CNC(CCCCCCCC)=O)C=CC1OC N-(3-ethoxy-4-methoxybenzyl)nonanamide